OC=1C=C(C=CC1)S(=O)(=O)NC1=NC(=CC(=N1)OC1=CC=CC=C1)C1=CC=CC=C1 3-hydroxy-N-(4-phenoxy-6-phenyl-pyrimidin-2-yl)benzenesulfonamide